2-(2-chlorophenyl)-N-[4-(4-fluoro-1H-pyrazol-1-yl)-3-sulfamoylphenyl]acetamide ClC1=C(C=CC=C1)CC(=O)NC1=CC(=C(C=C1)N1N=CC(=C1)F)S(N)(=O)=O